C(=O)C=1C(=NC(N([C@H]2C[C@H](O)[C@@H](CO)O2)C1)=O)N 5-Formyl-2'-deoxycytidin